1-Cyclopropyl-N-((2-(1-methylpiperidin-4-yl)benzo[d]thiazol-6-yl)methyl)methylamine C1(CC1)CNCC1=CC2=C(N=C(S2)C2CCN(CC2)C)C=C1